(R)-2-((4-(3-((7-(ethanesulfonamido)-2-azaspiro[3.5]nonan-2-yl)methyl)pyrrolidine-1-yl)pyrimidin-5-yl)oxy)-5-fluoro-N,N-diisopropylbenzamide C(C)S(=O)(=O)NC1CCC2(CN(C2)C[C@@H]2CN(CC2)C2=NC=NC=C2OC2=C(C(=O)N(C(C)C)C(C)C)C=C(C=C2)F)CC1